O1N=CNC1 4H-1,2,4-oxadiazole